NC=1N=C(C=C2C=C(N=CC12)NC(=O)[C@H]1[C@H](C1)F)C=1C=NC(=CC1C)C(C)(C)O |r| (±)-cis-N-(8-amino-6-(6-(2-hydroxypropan-2-yl)-4-methylpyridin-3-yl)-2,7-diazaNaphthalen-3-yl)-2-fluorocyclopropanecarboxamide